dimethyl-(hexadecenyl)amine CN(C=CCCCCCCCCCCCCCC)C